ethyl 7,8-dichloro-6-(2,6-difluorophenyl)-4H-benzo[f]imidazo[1,2-a][1,4]diazepine-2-carboxylate ClC1=C(C=CC2=C1C(=NCC=1N2C=C(N1)C(=O)OCC)C1=C(C=CC=C1F)F)Cl